C(C)N1N=CC=2C1=CN=C(C2)C=O 1-ethyl-1H-pyrazolo[3,4-c]pyridine-5-carbaldehyde